BrC1=C(C(=C(C(=C1C(=O)O)Br)Br)C(=O)O)Br Tetrabromoterephthalic acid